C(C)(C)(C)OC(=O)N1CC2=C(CC1)N=C(S2)C=2C(=C(C=CC2)C2=C(C(=CC=C2)OCCCBr)C)C#N 2-(3'-(3-bromopropyloxy)-2-cyano-2'-methyl-[1,1'-biphenyl]-3-yl)-6,7-dihydrothiazolo[5,4-c]pyridine-5(4H)-carboxylic acid tert-butyl ester